C(C)(C)(C)OC(=O)N1CCC(=CC1)C=1N(N=C2C=C(C=CC12)C1=C(C=CC=C1)C)CCCN(C)C 4-(2-(3-(dimethylamino)propyl)-6-(2-tolyl)-2H-indazol-3-yl)-3,6-dihydropyridine-1(2H)-carboxylic acid tert-butyl ester